C(C=C)(=O)N1[C@@H](CN(CC1)C1=C(C(N(C2=NC(=C(C=C12)Cl)C1=C(C(=CC(=C1F)Cl)Cl)N)C=1C(=NC=CC1C)C(C)C)=O)C#N)C 4-((R)-4-propenoyl-3-methylpiperazin-1-yl)-7-(2-amino-3,5-dichloro-6-fluorophenyl)-6-chloro-1-(2-isopropyl-4-methylpyridin-3-yl)-2-oxo-1,2-dihydro-1,8-naphthyridine-3-carbonitrile